3-chloro-6-fluoro-2-methyl-4-(trifluoromethyl)benzoic acid ethyl ester C(C)OC(C1=C(C(=C(C=C1F)C(F)(F)F)Cl)C)=O